5-(tert-butyl)isobenzofuran-1(3H)-one C(C)(C)(C)C=1C=C2COC(C2=CC1)=O